5-chloro-3-(ethylsulfonyl)-2-(1-methyl-5-(perfluoropropyl)-1H-imidazol-2-yl)pyridine ClC=1C=C(C(=NC1)C=1N(C(=CN1)C(C(C(F)(F)F)(F)F)(F)F)C)S(=O)(=O)CC